S1(=O)(=O)OCC(CC)O1 1,2-butylene sulfate